N-(7-(2-chloro-5-fluorophenyl)-2,9-dioxo-2,3,4,7,8,9-hexahydro-1H-pyrrolo[3,4-h]quinolin-6-yl)-3-fluoro-5-(trifluoromethyl)benzamide ClC1=C(C=C(C=C1)F)C1NC(C=2C1=C(C=C1CCC(NC21)=O)NC(C2=CC(=CC(=C2)C(F)(F)F)F)=O)=O